ClC1=NN2C(C(=CC=C2)N=C(C2=CC=CC=C2)C2=CC=CC=C2)=N1 N-(2-chloro-[1,2,4]triazolo[1,5-a]pyridin-8-yl)-1,1-diphenylmethanimine